The molecule is a 19-membered cyclodepsipeptide consisting of a 3-hydroxy-4-methyldecanoyl moiety linked to the peptide sequence of 5 amino acids. Isolated from the fermentation broth of marine actinomycete Salinispora arenicola, it has been found to block tumour necrosis factor (TNF)-induced activation of NFkappaB-Luc human embryonic kidney cells. It has a role as a metabolite and an antineoplastic agent. It is a cyclodepsipeptide and a macrocycle. It derives from a (3S,4S)-3-hydroxy-4-methyldecanoic acid. CCCCCC[C@H](C)[C@@H]1CC(=O)NCC(=O)N[C@H](C(=O)N[C@H](C(=O)N[C@H](C(=O)N[C@H](C(=O)O1)CC2=CC=CC=C2)C)CC(C)C)C(C)C